CN(C)CCCOC1=CC=C(C=C1)C1=CC=2C=3N(C=NC2C=C1)C=NC3N3CCOCC3 N,N-dimethyl-3-(4-(1-morpholinylimidazo[1,5-c]quinazolin-9-yl)phenoxy)-1-propylamine